N1=C(NCC1)C=1C=C(C=C(N)C1)OC 5-(4,5-dihydro-3H-imidazol-2-yl)-3-methoxyaniline